benzoimidazoleOne N=1C(N=C2C1C=CC=C2)=O